CN(C=O)C.[Sn+4] tin (IV) dimethylformamide